1-(2-hydroxy-5-methyl-phenyl)ethanone OC1=C(C=C(C=C1)C)C(C)=O